BrC=1C(NN=C(C1)Cl)=O 4-bromo-6-chloropyridazin-3(2H)-one